6,10-dioxooctahydro-6H-pyridazino[1,2-a][1,2]diazepine-1(S)-carboxamide O=C1N2N(C(CCC1)=O)[C@@H](CCC2)C(=O)N